(S)-2,3-diamino-N-((1S,9S)-9-ethyl-5-fluoro-9-hydroxy-4-methyl-10,13-dioxo-2,3,9,10,13,15-hexahydro-1H,12H-benzo[de]pyrano[3',4':6,7]indolizino[1,2-b]quinolin-1-yl)propanamide N[C@H](C(=O)N[C@H]1CCC=2C=3C1=C1C(=NC3C=C(C2C)F)C2=CC3=C(C(N2C1)=O)COC([C@]3(O)CC)=O)CN